1'-(3-(4-(Cyclopropanecarbonyl)piperazine-1-carbonyl)-6-fluoroquinolin-4-yl)spiro[indene-2,4'-piperidin]-1(3H)-one C1(CC1)C(=O)N1CCN(CC1)C(=O)C=1C=NC2=CC=C(C=C2C1N1CCC2(CC1)C(C1=CC=CC=C1C2)=O)F